amino-4'-chloro-2'-fluoro-5-(2-(1-methyl-1H-pyrazol-4-yl)morpholino)-[1,1'-biphenyl]-3-carboxylic acid NC1=C(C=C(C=C1C(=O)O)N1CC(OCC1)C=1C=NN(C1)C)C1=C(C=C(C=C1)Cl)F